C(C)C(C(=O)O)CCCC.C(C)OC(CCCCC)=O.C(C)(C)(C)OC(=O)N=C(NC1=CC=C(C=N1)N1CCCCC1)NC(=O)OC(C)(C)C 1-(6-(2,3-bis(tert-butoxycarbonyl)guanidino)pyridin-3-yl)piperidine ETHYL-caproate (ETHYL-CAPROATE)